trimethoxy(1-phenyldecyl)silane CO[Si](C(CCCCCCCCC)C1=CC=CC=C1)(OC)OC